(3E,5Z,9Z)-16,16-diethoxy-3,5,9-hexadecatriene C(C)OC(CCCCC\C=C/CC\C=C/C=C/CC)OCC